5-((6-((5-Chloro-2-(2,2,6,6-tetramethylmorpholino)pyrimidin-4-yl)amino)-3-methyl-2-oxo-2,3-dihydro-1H-benzo[d]imidazol-1-yl)methyl)-5-(2-hydroxypropan-2-yl)-3-methyloxazolidin-2-on ClC=1C(=NC(=NC1)N1CC(OC(C1)(C)C)(C)C)NC=1C=CC2=C(N(C(N2C)=O)CC2(CN(C(O2)=O)C)C(C)(C)O)C1